C(C)(C)(C)OC(=O)N[C@H](C(=O)OC)CC=1N=C(SC1)C=1C=C2C(=C(N(C2=CC1)CC)C=1C(=NC=CC1)COC)CC(CO)(C)C methyl (2S)-2-[(tert-butoxycarbonyl) amino]-3-[2-[1-ethyl-3-(3-hydroxy-2,2-dimethylpropyl)-2-[2-(methoxymethyl)pyridin-3-yl]indol-5-yl]-1,3-thiazol-4-yl]propanoate